ClC=1C=C(C=C(C1)C)C1(COC1)O 3-(3-chloro-5-methylphenyl)oxetan-3-ol